[Br-].C(CCCCCCCCCCCCC)OC(CC)([NH3+])OCCCCCCCCCCCCCC bis(tetradecyloxy)propan-1-aminium bromide